S-(phenylethynyl)benzenesulfonothioate C1(=CC=CC=C1)C#CS=S(=O)([O-])C1=CC=CC=C1